OC=1C=CC=2C[C@@H]3[C@@]4(C=CC([C@H]5[C@@]4(C2C1O5)CCN3CC=C)=O)O 7,8-Didehydro-4,5α-epoxy-3,14-dihydroxy-17-(prop-2-enyl)morphinan-6-one